NC[C@@]12[C@@H]([C@@H]([C@H](C(OC1)O2)N2C(NCC2)=O)O)O 1-((1S,2R,3R,4R)-1-(Aminomethyl)-2,3-dihydroxy-6,8-dioxabicyclo[3.2.1]octan-4-yl)imidazolidin-2-one